Dimethyl-tin C[Sn]C